(6R)-3,8,10-trifluoro-N-hydroxy-6H,11H-chromeno[4,3-b]indole-6-carboxamide FC1=CC=C2C(=C1)O[C@H](C1=C2NC2=C(C=C(C=C12)F)F)C(=O)NO